3'-((1H-indol-3-yl)methyl)-5-methyl-5'-phenyl-2',3',3a',6a'-tetrahydro-4'H-spiro[indoline-3,1'-pyrrolo[3,4-c]pyrrole]-2,4',6'(5'H)-trione N1C=C(C2=CC=CC=C12)CC1NC2(C3C(N(C(C31)=O)C3=CC=CC=C3)=O)C(NC3=CC=C(C=C32)C)=O